COC(=O)C1=CC(=NC2=C(C=CC(=C12)OCC1=CC(=CC=C1)S(=O)C)CC)C=1OC2=C(C1C)C=CC=C2 8-Ethyl-5-[(3-methanesulfinyl-phenyl)methoxy]-2-(3-methyl-1-benzofuran-2-yl)quinoline-4-carboxylic acid methyl ester